N-(((3S,5S)-1-(2,2-diphenyl-ethyl)-2-oxo-3-(3-(piperidine-1-yl)propyl)-1,4-diazepine-5-yl)methyl)-2-naphthamide C1(=CC=CC=C1)C(CN1C([C@@H](N=C(C=C1)CNC(=O)C1=CC2=CC=CC=C2C=C1)CCCN1CCCCC1)=O)C1=CC=CC=C1